C(#N)CCOCC(C)OCCC#N 1,2-bis(2-cyanoethoxy)propane